(3S,4S)-8-(5-((2-amino-3-chloropyridin-4-yl)thio)pyrazin-2-yl)-3-methyl-2-oxa-8-azaspiro[4.5]decane-4-amine NC1=NC=CC(=C1Cl)SC=1N=CC(=NC1)N1CCC2([C@@H]([C@@H](OC2)C)N)CC1